1,2,3,4-butanetetracarboxylic acid tetrakis(2-n-butylcyclohexylamide) C(CCC)C1C(CCCC1)NC(=O)CC(C(CC(=O)NC1C(CCCC1)CCCC)C(=O)NC1C(CCCC1)CCCC)C(=O)NC1C(CCCC1)CCCC